meta-ter-phenyl C1(=CC=CC=C1)C1=CC(=CC=C1)C1=CC=CC=C1